N1CC(C1)NC(C1=CN=CC(=C1)C1=CC=CC=2N1N=CC2C(=O)N2CCCCC2)=O N-(azetidin-3-yl)-5-[3-(piperidine-1-carbonyl)pyrazolo[1,5-a]pyridin-7-yl]nicotinamide